C1(CC1)OC1=CC=C(C=C1)C(=O)N1CCC(CC1)C=1C(=CN=C2NC(=NC12)C1COC1)F (4-cyclopropoxyphenyl){4-[6-fluoro-2-(3-oxetanyl)-3H-1,3,4-triazainden-7-yl]-1-piperidyl}methanone